CC1=C(C=C(C=O)C(=C1)C)C=O 4,6-dimethyl-isophthalaldehyde